triphenylimidazoline C1C(N=C(N1C2=CC=CC=C2)C3=CC=CC=C3)C4=CC=CC=C4